2-(3-Butynylaziridin-3-yl)acetic acid C(#CCC)C1(CN1)CC(=O)O